9-phenyl-10-{4'-(9-phenyl-9H-fluoren-9-yl)biphenyl-4'-yl}anthracene Methyl-(2-(1-(3-(4-cyanophenyl)propanoyl)piperidin-4-yl)acetyl)-L-tyrosinate CN([C@@H](CC1=CC=C(C=C1)O)C(=O)O)C(CC1CCN(CC1)C(CCC1=CC=C(C=C1)C#N)=O)=O.C1(=CC=CC=C1)C=1C2=CC=CC=C2C(=C2C=CC=CC12)C1(CC=C(C=C1)C1=CC=CC=C1)C1(C2=CC=CC=C2C=2C=CC=CC12)C1=CC=CC=C1